(2S)-2-(9H-fluoren-9-yl-methoxycarbonyl-amino)-3-(3-iodophenyl)-2-methyl-propanoic acid C1=CC=CC=2C3=CC=CC=C3C(C12)N([C@](C(=O)O)(CC1=CC(=CC=C1)I)C)C(=O)OC